CC1=NC=C(C(=O)NC2=C(C=C(C=C2)C2CN(CCC2)C)C(F)(F)F)C=C1NC1=NC=CC(=N1)C=1C=NC=CC1 6-Methyl-N-[4-(1-methyl-piperidin-3-yl)-2-trifluoromethyl-phenyl]-5-(4-pyridin-3-yl-pyrimidin-2-ylamino)-nicotinamide